2-fluoro-4-(3-methoxyazetidin-1-yl)benzaldehyde FC1=C(C=O)C=CC(=C1)N1CC(C1)OC